Butyl Trifluorovinyl Telluride FC(=C(F)F)[Te]CCCC